FC1=NC=CC2=C1CC1CCC2N1C(=O)NC1=NOC(=N1)C1=CC=CC=C1 (±)-1-fluoro-N-(5-phenyl-1,2,4-oxadiazol-3-yl)-6,7,8,9-tetrahydro-5H-5,8-epiminocyclohepta[c]pyridine-10-carboxamide